5-nitro-8-cyclopropyloxy-quinoline [N+](=O)([O-])C1=C2C=CC=NC2=C(C=C1)OC1CC1